C(CC(C)C)C1(C2=NC=NC2=NC=N1)N 6-isopentyl-adenine